ClC1=C(C=CC(=C1)F)NC1=NC=C(C(=N1)N1C=C(C=C1)C(=O)NC(CO)C1=CC(=CC=C1)Cl)C 1-(2-((2-chloro-4-fluorophenyl)amino)-5-methylpyrimidin-4-yl)-N-(1-(3-chlorophenyl)-2-hydroxyethyl)-1H-pyrrole-3-carboxamide